ClC1=CC2=C(OCCN2)C=C1C(=O)N1CCCCC1 (6-chloro-3,4-dihydro-2H-benzo[b][1,4]oxazin-7-yl)(piperidin-1-yl)methanone